3-(4-cyanobenzoyl)-5,7-dimethoxycoumarin C(#N)C1=CC=C(C(=O)C=2C(OC3=CC(=CC(=C3C2)OC)OC)=O)C=C1